C(C1=CC=CC=C1)O[C@]1(C2=NN=C(C=3C(=CC(=C(NC(C(CC=CC1)OCC1=CC=CC=C1)(C)C)N3)C(F)(F)F)[N+](=O)[O-])O2)C(F)(F)F (6R)-6,11-dibenzyloxy-12,12-dimethyl-17-nitro-6,15-bis(trifluoromethyl)-19-oxa-3,4,13,18-tetraazatricyclo[12.3.1.12,5]nonadeca-1(18),2,4,8,14,16-hexa-ene